propylcarbodiimide C(CC)N=C=N